1,1'-hexamethylene-bis[5-(4-chlorophenyl)biguanide] acetate bisgluconate O=C([C@H](O)[C@@H](O)[C@H](O)[C@H](O)CO)O.O=C([C@H](O)[C@@H](O)[C@H](O)[C@H](O)CO)O.C(C)(=O)O.ClC1=CC=C(C=C1)NC(NC(NCCCCCCNC(=N)NC(=N)NC1=CC=C(C=C1)Cl)=N)=N